7-(3-Fluorobenzyl)-4-(4-(trifluoromethyl)benzyl)-1,2,6,7,8,9-hexahydroimidazo[1,2-a]pyrido[3,4-e]pyrimidin-5(4H)-one FC=1C=C(CN2CC=3C(N(C=4N(C3CC2)CCN4)CC4=CC=C(C=C4)C(F)(F)F)=O)C=CC1